2-(morpholin-4-yl)-4-[propan-2-ylsulfinyl]-8-(1H-pyrazol-5-yl)-1,7-naphthyridine N1(CCOCC1)C1=NC2=C(N=CC=C2C(=C1)S(=O)C(C)C)C1=CC=NN1